1-oxyl-2,2,6,6-tetramethyl-4-carboxy-piperidine ON1C(CC(CC1(C)C)C(=O)O)(C)C